ON=C(N)C1CC(C1)C1=CC=CC=C1 N'-hydroxy-3-phenylcyclobutaneformamidine